N[C@@H](C1=NN(C=C1C#N)C)C1(CCCC1)C (R)-3-(amino(1-methylcyclopentyl)methyl)-1-methyl-1H-pyrazole-4-carbonitrile